CC(=O)N(CCC[C@H]1C(=O)N[C@H](C(=O)N1)CCCN(C(=O)C)O)O The molecule is a member of the class of 2,5-diketopiperazines obtained by cyclodimerisation of N(5)-acetyl-N(5)-hydroxy-L-ornithine. It has a role as a siderophore and a fungal metabolite. It is a member of 2,5-diketopiperazines, a hydroxamic acid and a L-ornithine derivative.